N-(2-aminoethyl)-3-fluoro-6,12-dioxo-6,12-dihydroindolo[2,1-b]quinazoline-8-carboxamide hydrochloride salt Cl.NCCNC(=O)C=1C=C2C(C3=NC4=CC(=CC=C4C(N3C2=CC1)=O)F)=O